C(O)C(CCCCCCCCCCC=C)(CO)CO trimethyloltridecene